N-(5-(2-(((1r,4r)-4-(dimethylamino)cyclohexyl)amino)-8-isopropyl-7-oxo-7,8-dihydropyrido[2,3-d]-pyrimidin-6-yl)pyridin-2-yl)-1-(4-fluorophenyl)methanesulfonamide CN(C1CCC(CC1)NC=1N=CC2=C(N1)N(C(C(=C2)C=2C=CC(=NC2)NS(=O)(=O)CC2=CC=C(C=C2)F)=O)C(C)C)C